benzylideneCamphorSulphonic Acid C(C1=CC=CC=C1)=C1C(C2(CCC1C2(C)C)CS(=O)(=O)O)=O